10-acetyl-8-methyl-3-vinyl-4,5-dihydro-3H,6H-2,2a,5a-triazaaceanthrylen-6-one C(C)(=O)C=1C=C(C=C2C(N3CCC(N4N=CC(C12)=C43)C=C)=O)C